BrC1=CC(=C(C=C1)CC#N)Cl 2-(4-bromo-2-chloro-phenyl)acetonitrile